COC=1C=C2C=C[NH+]=CC2=CC1 6-methoxyisoquinolin-2-ium